C(C)[C@]1(CC2=CC[C@H]3[C@@H]4CCC[C@@H]([C@]4(CC[C@@H]3[C@]2(CC1)C)C)[C@H](C)CC[C@@H](C(C)C)O)O (2S,4aR,4bS,6aR,7R,10aS,10bS)-2-ethyl-7-((2R,5S)-5-hydroxy-6-methylheptan-2-yl)-4a,6a-dimethyl-1,2,3,4,4a,4b,5,6,6a,7,8,9,10,10a,10b,11-hexadecahydrochrysen-2-ol